2,3',5-tribromosalicylanilide BrC1(C(C(=O)NC2=CC(=CC=C2)Br)C=C(C=C1)Br)O